ClC1=NC(=C(C=C1CC(C(=O)O)(F)F)F)Cl 2,6-dichloro-α,α,5-trifluoro-3-pyridinepropanoic acid